2-(3-(4-chloro-3-(2,4-dioxotetrahydropyrimidin-1(2H)-yl)benzoyl)-3-azaspiro[5.5]undecan-9-yl)acetaldehyde ClC1=C(C=C(C(=O)N2CCC3(CC2)CCC(CC3)CC=O)C=C1)N1C(NC(CC1)=O)=O